N=1C=CC2=NC=C(CC21)C(=O)O.COC(C(=O)NC)C2CCOCC2 methoxy-N-methyl-2-(tetrahydro-2H-pyran-4-yl)acetamide pyrrolo[3,2-b]pyridine-6-carboxylate